9-iodo-1,1-diheptyloxynonane ICCCCCCCCC(OCCCCCCC)OCCCCCCC